CC(C=C)(CC\C=C(\CCC=C(C)C)/C)O (E)-3,7,11-trimethyl-1,6,10-dodecatriene-3-ol